(S,E)-3-(3-(benzo[d][1,3]dioxolan-5-yl)acryloyl)-4-phenyloxazolidin-2-one O1COC2=C1C=CC(=C2)/C=C/C(=O)N2C(OC[C@@H]2C2=CC=CC=C2)=O